(R)-N'-((2-isopropyl-6-(pyridin-4-yl)phenyl)carbamoyl)-6,7-dihydro-5H-pyrazolo[5,1-b][1,3]oxazine-3-sulfonimidamide C(C)(C)C1=C(C(=CC=C1)C1=CC=NC=C1)NC(=O)N=[S@](=O)(N)C=1C=NN2C1OCCC2